NC1=C2C(=NC=N1)N(N=C2C2=C(C=C(C=C2)OC2=CC=CC=C2)F)[C@H]2CN(CCC2)C(=O)C(C#N)=CC(C)(N2C[C@@H](N([C@@H](C2)C)C)C)C 2-((R)-3-(4-amino-3-(2-fluoro-4-phenoxyphenyl)-1H-pyrazolo[3,4-d]pyrimidin-1-yl)piperidine-1-carbonyl)-4-methyl-4-((3S,5R)-3,4,5-trimethyl-piperazin-1-yl)pent-2-enenitrile